C[Si]1(C(C(C1)C=C)CC(C)(C)C)C 1,1-dimethyl-2-neopentyl-3-vinylsilacyclobutane